(R)-3-(1H-Benzo[d]imidazol-6-yl)-4-phenyloxazolidin-2-on N1C=NC2=C1C=C(C=C2)N2C(OC[C@H]2C2=CC=CC=C2)=O